C(C(C)C)N1CC(CCC1)C(=O)NC=1N=CC2=CC=C(C=C2C1)C1=CN=CS1 1-isobutyl-N-(6-(thiazol-5-yl)isoquinolin-3-yl)piperidine-3-carboxamide